C(C)C1N=C2C=CC=CC2=C1 ethyl-2H-indole